methyl 2-(bis(tert-butoxycarbonyl)amino)-4-chloro-5-(2-(2-methoxy-4-(methoxycarbonyl)-5-nitrophenoxy)ethyl)benzoate C(C)(C)(C)OC(=O)N(C1=C(C(=O)OC)C=C(C(=C1)Cl)CCOC1=C(C=C(C(=C1)[N+](=O)[O-])C(=O)OC)OC)C(=O)OC(C)(C)C